C(=O)(O)COC1=C(SC(=C1Cl)C1=CC(=CC=C1)NC1CCN(CC1)S(=O)(=O)CC1=CC(=CC=C1)NC(CCC=1C=C2CN(C(C2=CC1)=O)C1C(NC(CC1)=O)=O)=O)C(=O)O 3-(carboxymethoxy)-4-chloro-5-[3-[[1-[[3-[3-[2-(2,6-dioxo-3-piperidyl)-1-oxo-isoindolin-5-yl]propanoylamino]phenyl]methylsulfonyl]-4-piperidyl]amino]phenyl]thiophene-2-carboxylic acid